FC1=NC(=C2N=CN(C2=N1)C(C)C)N[C@@H]1CNC[C@H]1F 2-Fluoro-N-((3R,4R)-4-fluoropyrrolidin-3-yl)-9-isopropyl-9H-purin-6-amine